ethyl-n-butyl ketone CCCCC(=O)CC